NC1=NC=CC=C1C1=NC=2C(=NC(=CC2)C2=CC=CC=C2)N1C1=CC=C(CN2C[C@@]3(CCN(C3)C(=O)C=3C=CC(=C(C=O)C3)O)CC2)C=C1 (S)-5-(7-(4-(2-(2-Aminopyridin-3-yl)-5-phenyl-3H-imidazo[4,5-b]pyridin-3-yl)benzyl)-2,7-diazaspiro[4.4]nonane-2-carbonyl)-2-hydroxybenzaldehyde